ClCC1=CC=C(C=C1)C=1C2=CC=C(N2)C(=C2C=CC(C(=C3C=CC(=C(C=4C=CC1N4)C4=CC=CC=C4)N3)C3=CC=CC=C3)=N2)C2=CC=CC=C2 5-(4-chloromethylphenyl)-10,15,20-triphenylporphyrin